BrCCOC1=CC=NC2=CC(=C(C=C12)[N+](=O)[O-])C 4-(2-bromoethoxy)-7-methyl-6-nitroquinoline